CC1=C(C(=NC=C1)C)C(=O)N dimethyl-3-pyridine-carboxamide